6-(methoxy-d3)-5-nitropyridine-2-carboxylic acid C(OC1=C(C=CC(=N1)C(=O)O)[N+](=O)[O-])([2H])([2H])[2H]